N-(2-fluoro-4-hydroxy-5-(methylsulfonyl)phenyl)-4-(4-(trifluoromethyl)phenoxy)methylbenzamide FC1=C(C=C(C(=C1)O)S(=O)(=O)C)NC(C1=CC=C(C=C1)COC1=CC=C(C=C1)C(F)(F)F)=O